C(CCCCCCCCCCCCCCC)OC(C1=CC(=C(C(=C1)C(C)(C)C)O)C(C)(C)C)=O.NC1=C(C(=NN1[C@H]1COCC1)C1=CC=C(C=C1)CNC(C1=C(C=CC(=C1)F)OC)=O)C(=O)N 5-Amino-3-[4-[[(5-fluoro-2-methoxy-benzoyl)amino]methyl]phenyl]-1-[(3R)-tetrahydrofuran-3-yl]pyrazole-4-carboxamide hexadecyl-3,5-di-t-butyl-4-hydroxy-benzoate